2-bromo-3'-methylthio-1,1'-biphenyl BrC1=C(C=CC=C1)C1=CC(=CC=C1)SC